4-oxo-6-((1R,2R)-2-(pyrimidin-2-yl)cyclobutyl)-1-((R)-1-(4-(trifluoromethyl)phenyl)ethyl)-4,5-dihydro-1H-pyrazolo[3,4-d]pyrimidine-3-carbonitrile O=C1C2=C(N=C(N1)[C@H]1[C@@H](CC1)C1=NC=CC=N1)N(N=C2C#N)[C@H](C)C2=CC=C(C=C2)C(F)(F)F